FC1=C(C(=CC=C1)F)C1=NOC(=C1)C(=O)N 3-(2,6-difluorophenyl)-1,2-oxazole-5-carboxamide